PHENETHYL DECANOATE C(CCCCCCCCC)(=O)OCCC1=CC=CC=C1